bis(2-methylundecan-2-yldisulfanyl)-1,3,4-thiadiazole CC(C)(CCCCCCCCC)SSC1=NN=C(S1)SSC(C)(CCCCCCCCC)C